2-((2R,3R)-3-(4-((6-fluorobenzo[d]thiazol-5-yl)amino)thieno[2,3-b]pyridin-2-yl)-2-methylpyrrolidin-1-yl)ethan-1-ol FC1=CC2=C(N=CS2)C=C1NC1=C2C(=NC=C1)SC(=C2)[C@H]2[C@H](N(CC2)CCO)C